FC1=C(C=CC=C1)C1=NC(=NO1)C=1C=C(C(=O)OCC)C=CC1 Ethyl 3-[5-(2-fluorophenyl)-1,2,4-oxadiazol-3-yl]benzoate